tert-butyl 7-oxo-4,7-dihydrothieno[2,3-c]pyridine-6(5H)-carboxylate O=C1N(CCC2=C1SC=C2)C(=O)OC(C)(C)C